N-(3-aminopropyl)-methacrylamide hydrochloride Cl.NCCCNC(C(=C)C)=O